(2S)-3-methyl-2-[3-[[3-(4-piperidylmethyl)azetidin-1-yl]isoxazol-5-yl]butanoyl]-N-[(1S)-1-[4-(2-methylpyrazol-3-yl)phenyl]ethyl]pyrrolidine-2-carboxamide CC1[C@@](NCC1)(C(=O)N[C@@H](C)C1=CC=C(C=C1)C=1N(N=CC1)C)C(CC(C)C1=CC(=NO1)N1CC(C1)CC1CCNCC1)=O